O1CC(C1)=CC(=O)OCC ethyl 2-(oxetan-3-ylidene)acetate